C(C1=CC=CC=C1)N1C(C2(C1)N(C(C(C2C)NCC2=CC=CC=C2)=O)C)=O 2-benzyl-7-(benzylamino)-5,8-dimethyl-2,5-diazaspiro[3.4]octane-1,6-dione